N-(4-methoxyphenyl)-S-thiophenamine COC1=CC=C(C=C1)NS1C=CC=C1